5,6-dihydroimidazo[2,1-b]Thiazole dihydrochloride Cl.Cl.S1C=2N(C=C1)CCN2